BrC1=CC=C(S1)[C@H]1N([C@@H](CC2=C1N(C1=CC=CC=C21)C(=O)OC(C)(C)C)C)CC(CO[Si](C2=CC=CC=C2)(C2=CC=CC=C2)C(C)(C)C)(F)F tert-Butyl (1S,3R)-1-(5-bromothiophen-2-yl)-2-(3-((tert-butyldiphenylsilyl)oxy)-2,2-difluoropropyl)-3-methyl-1,2,3,4-tetrahydro-9H-pyrido[3,4-b]indole-9-carboxylate